FC1=C(C(=CC=C1)F)[C@@H]1CC(=NO1)C=1N=C(SC1)C1CCN(CC1)C(CN1N=C(C=C1C)C(F)(F)F)=O |r| 1-(4-{4-[(SR)-5-(2,6-Difluorophenyl)-4,5-dihydro-1,2-oxazol-3-yl]-1,3-thiazol-2-yl}piperidin-1-yl)-2-[5-methyl-3-(trifluoromethyl)-1H-pyrazol-1-yl]ethanon